BrC1=CC=C(C=C1)N1C(OC(=N1)C1=CC=CC=C1)(C(F)(F)F)C1=C(C=CC=C1)NS(=O)(=O)C1=CC=C(C=C1)C N-(2-(3-(4-bromophenyl)-5-phenyl-2-(trifluoromethyl)-2,3-dihydro-1,3,4-oxadiazol-2-yl)phenyl)-4-methylbenzenesulfonamide